FC(C(=O)O)(F)F.N1C(CCC1)=O pyrrolidin-2-one trifluoroacetate salt